C(CCC#C)O Penta-4-yn-1-ol